(1r,4r)-N1-Methyl-N4-(5-methyl-4-(6-phenylimidazo[1,2-a]pyridin-3-yl)pyrimidin-2-yl)cyclohexane-1,4-diamine CNC1CCC(CC1)NC1=NC=C(C(=N1)C1=CN=C2N1C=C(C=C2)C2=CC=CC=C2)C